ClC1=CC=C(C=C1)C1(CCNCC1)N 4-(4-chlorophenyl)piperidin-4-amine